4-(3-chloropyridin-4-yl)-N-(2-hydroxy-3-(piperidin-1-yl)propoxy)piperidine ClC=1C=NC=CC1C1CCN(CC1)OCC(CN1CCCCC1)O